4-(10-phenylanthracene-9-yl)phenol C1(=CC=CC=C1)C1=C2C=CC=CC2=C(C2=CC=CC=C12)C1=CC=C(C=C1)O